(2-oxo-1-phenyl-2-(4-(3-(trifluoromethyl)phenyl)piperazin-1-yl)ethyl)-1H-pyrrole-2,5-dione O=C(C(C1=CC=CC=C1)N1C(C=CC1=O)=O)N1CCN(CC1)C1=CC(=CC=C1)C(F)(F)F